C(CCCCCCC)(=O)[O-].C(C1=CC=CC=C1)[N+](C)(C)CC(C)O benzyl-(2-hydroxypropyl)-dimethyl-ammonium caprylate